FC1=C(C=C(C=C1)N)C1=CNC2=NC=C(C=C21)C2=CC=CC=C2 4-Fluoro-3-(5-phenyl-1H-pyrrolo[2,3-b]pyridin-3-yl)-phenylamine